ClC=1C=C(N)C=C(C1OC1=CC2=C(N(N=N2)C)C=C1)C 3-chloro-5-methyl-4-(1-methylbenzotriazol-5-yl)oxy-aniline